NC=1C(=NC(=C(N1)C1=CC(=C(C=C1)F)F)C=1C=CC=2N(C1)C(=CN2)C)C(=O)O 3-amino-5-(3,4-difluorophenyl)-6-[3-methylimidazo[1,2-a]pyridin-6-yl]pyrazine-2-carboxylic acid